4-methyl-3-(6-methyl-4-{[2-(trifluoromethyl)pyrimidin-5-yl]oxy}pyridin-2-yl)-1H,4H,5H-pyrrolo[3,2-b]pyridin-5-one CN1C2=C(C=CC1=O)NC=C2C2=NC(=CC(=C2)OC=2C=NC(=NC2)C(F)(F)F)C